N[C@@H](CC=1C=C(C=CC1)NC(OC(C)(C)C)=O)C=1SC=CN1 tert-butyl (S)-(3-(2-amino-2-(thiazol-2-yl)ethyl)phenyl)carbamate